7-((2-bromoethyl)(ethyl)amino)-4-hydroxymethylcoumarin BrCCN(C1=CC=C2C(=CC(OC2=C1)=O)CO)CC